benzyl N-[2-(6-cyclopropyl-4-hydroxy-1,7-dioxo-pyrido[3,4-d]pyridazin-2-yl)ethyl]carbamate C1(CC1)N1C=C2C(=NN(C(C2=CC1=O)=O)CCNC(OCC1=CC=CC=C1)=O)O